C(#N)C1=C(OC2CCCCC2)C=CC(=C1)C=1C=NN(C1COC(N(C(C)(CCC)C)C)=O)C (rac)-trans-3-(2-Cyano-4-(1-methyl-5-(((methyl(2-methylpentan-2-yl)carbamoyl)oxy)methyl)-1H-pyrazol-4-yl)phenoxy)cyclohexan